C(CC)N1C(N(C=2N=C(NC2C1=O)C12CC3CC2CC(C1)C3)CCC)=O 1,3-dipropyl-8-(tricyclo[3.3.1.03,7]non-3-yl)-1H-purine-2,6(3H,7H)-dione